1,3-diacetyl-phenylenediamine C(C)(=O)C1(C(C(=CC=C1)C(C)=O)N)N